(1R)-2,2-difluoro-N-(3-(6-(1-hydroxybutyl)-4-methylpyridin-3-yl)-1,6-naphthyridin-7-yl)cyclopropane-1-carboxamide FC1([C@H](C1)C(=O)NC1=NC=C2C=C(C=NC2=C1)C=1C=NC(=CC1C)C(CCC)O)F